4,4'-(bicyclo[2.2.1]heptylidene)diphenol C12(C(CC(CC1)C2)C2=CC=C(C=C2)O)C2=CC=C(C=C2)O